(R)-4-(2-(3-aminopyrrolidin-1-yl)-6-(2-fluoro-6-(trifluoromethyl)phenyl)quinazolin-4-yl)-2-fluorobenzonitrile N[C@H]1CN(CC1)C1=NC2=CC=C(C=C2C(=N1)C1=CC(=C(C#N)C=C1)F)C1=C(C=CC=C1C(F)(F)F)F